[(dimethylamino)methyl]tricos-7-enoate CN(C)COC(CCCCCC=CCCCCCCCCCCCCCCC)=O